C(C(C)C)[C@H]1C(N(CCN1)[C@H](C(=O)N1CCC(CC1)CC(=O)N)C)=O (1-{(S)-2-[(S)-3-Isobutyl-2-oxo-1-piperazinyl]propionyl}-4-piperidyl)acetamide